Cl.Cl.C(C1=CC=CC=C1)OC(=O)C=1C=2C=C(C=NC2C=CC1OC[C@@H](CC1=NC(=C(C=C1)F)C)N)F.C1(=CC=CC=C1)C1CN(CC1)C=O 3-phenylpyrrolidin-1-yl-methanone Benzyl-(R)-6-(2-amino-3-(5-fluoro-6-methylpyridin-2-yl)propoxy)-3-fluoroquinoline-5-carboxylate dihydrochloride